5-chloro-3-methoxypyridine-2-carbonitrile ClC=1C=C(C(=NC1)C#N)OC